1-(1H-1,2,4-triazole-1-yl)-2-butanol N1(N=CN=C1)CC(CC)O